(S)-3-(3-(4-hydroxy-1-methyl-2-oxo-1,2-dihydropyridin-3-yl)ureido)-3-(3'-methoxy-6-(trifluoromethoxy)biphenyl-3-yl)propionic acid OC1=C(C(N(C=C1)C)=O)NC(N[C@@H](CC(=O)O)C=1C=C(C(=CC1)OC(F)(F)F)C1=CC(=CC=C1)OC)=O